O1C(C1)COCC1=CC=C(C=C1)COCC1OC1 2,5-bis[(2-oxiranylmethoxy)methyl]-benzene